tert-butyl (1-(3-(4-hydroxybutoxy)propyl)piperidin-4-yl)carbamate OCCCCOCCCN1CCC(CC1)NC(OC(C)(C)C)=O